FC1=C(C(=CC=C1C(=O)C1=NNC2=NC=C(C=C21)C2=CC=C(C=C2)S(=O)(=N)C)F)NS(=O)(=O)C N-[2,6-Difluoro-3-[5-[4-(methylsulfonimidoyl)phenyl]-1H-pyrazolo[3,4-b]pyridin-3-carbonyl]phenyl]methansulfonamid